(S)-((((S)-2-((bis(benzyloxy)phosphoryl)oxy) propoxy) carbonyl)oxy)methyl 3-(4-(diisobutylamino)-3-(3-(p-tolyl)ureido)phenyl)pentanoate C(C(C)C)N(C1=C(C=C(C=C1)[C@H](CC(=O)OCOC(=O)OC[C@H](C)OP(=O)(OCC1=CC=CC=C1)OCC1=CC=CC=C1)CC)NC(=O)NC1=CC=C(C=C1)C)CC(C)C